N-[(1S)-1-cyano-2-[(3S)-2-oxo-3-piperidyl]ethyl]-6-(4-methoxy-1H-indole-2-carbonyl)-6-azaspiro[3.4]octane-7-carboxamide C(#N)[C@H](C[C@H]1C(NCCC1)=O)NC(=O)C1N(CC2(CCC2)C1)C(=O)C=1NC2=CC=CC(=C2C1)OC